C(CC)(=O)OC Propanoic acid, methyl ester